1-nitro-3-(iodomethyl)benzene [N+](=O)([O-])C1=CC(=CC=C1)CI